C(C)(C)P(CCCP(C(C)C)C(C)C)C(C)C 1,3-bis(diisopropylphosphino)-propane